N-([1,1':2',1'':4'',1'''-Quaterphenyl]-4'''-yl)-9-(naphthalen-1-yl)-9H-carbazol-4-amine C1(=CC=CC=C1)C=1C(=CC=CC1)C1=CC=C(C=C1)C1=CC=C(C=C1)NC1=CC=CC=2N(C3=CC=CC=C3C12)C1=CC=CC2=CC=CC=C12